C(C1=CC=CC=C1)OC(=O)N1C[C@@]2(CNC(O2)=O)CCC1.C(#N)/C(/C(=O)NC1=CC=C(C=C1)S(=O)(=O)N(C)C)=C(\C=1C=NOC1C)/O (Z)-2-cyano-N-(4-(N,N-dimethylaminosulfonyl)phenyl)-3-hydroxy-3-(5-methylisoxazol-4-yl)acrylamide benzyl-(S)-2-oxo-1-oxa-3,7-diazaspiro[4.5]decane-7-carboxylate